CN1N=NC2=C1C=C(C=C2)C2=CNC=1N=C(N=CC12)NCC(C)(C)C 5-(1-methyl-1H-benzo[d][1,2,3]triazol-6-yl)-N-neopentyl-7H-pyrrolo[2,3-d]pyrimidin-2-amine